3-[3-(trifluoromethyl)phenyl]propanol FC(C=1C=C(C=CC1)CCCO)(F)F